2-azabicyclo[2.2.1]heptane hydrochloride Cl.C12NCC(CC1)C2